C(CCC)OC(=O)N1C[C@@H]([C@H](CC1)N1N=CC(=C1)C1=NC2=C(C(=CC=C2N=C1)OC1=CC2=C(N=C(N2COCC[Si](C)(C)C)C)C=C1)Cl)F.NC1=C(C=CC=C1)Br o-aminobromobenzene butyl-(3S,4S)-4-[4-[8-chloro-7-[2-methyl-3-(2-trimethylsilylethoxymethyl)benzimidazol-5-yl]oxy-quinoxalin-2-yl]pyrazol-1-yl]-3-fluoro-piperidine-1-carboxylate